ClCC1=CC=C(C=C1)N1C(=NC=2C1=NC(=CC2)C2=CC(=NC=C2)OC)C=2C(=NC=CC2)N 3-(3-(4-(Chloromethyl)phenyl)-5-(2-methoxypyridin-4-yl)-3H-imidazo[4,5-b]pyridin-2-yl)pyridin-2-amine